tert-butyl 4-[5-(2,7-dimethylindazol-5-yl)-7-fluoro-indazol-2-yl]piperidine-1-carboxylate CN1N=C2C(=CC(=CC2=C1)C1=CC2=CN(N=C2C(=C1)F)C1CCN(CC1)C(=O)OC(C)(C)C)C